2,2'-binaphthol C1=CC=C2C=C(C=CC2=C1)C3=C(C4=CC=CC=C4C=C3)O